3-[6-(aminomethyl)-7-hydroxy-1-oxo-isoindolin-2-yl]piperidine-2,6-dione NCC1=CC=C2CN(C(C2=C1O)=O)C1C(NC(CC1)=O)=O